N1C(=CC=CC=C1)[S+](C=1NC=CC=CC1)C=1NC=CC=CC1.C1(=CC=CC=C1)O phenol-tris(azepinyl)sulfonium salt